C(C)(C)(C)OC(=O)N1C[C@H]([C@@H](CC1)C(=O)N1CCN(CC1)C1=CC=C2C(=NN(C2=C1)C)C=1C(=NC(=CC1)O)OCC1=CC=CC=C1)F trans-tert-butyl-4-(4-(3-(2-(benzyloxy)-6-hydroxypyridin-3-yl)-1-methyl-1H-indazol-6-yl) piperazine-1-carbonyl)-3-fluoropiperidine-1-carboxylate